norbornyl-benzocyclobutenediamine C12(CCC(CC1)C2)C2=CC=CC=1C(=C(C12)N)N